FC(C1=NN=C(O1)C1N(C(C2=CC=CC=C12)=O)[C@@H]([C@@H](O)C1=NC=C(C=C1)F)C1=NC=CC=C1)F [5-(difluoromethyl)-1,3,4-oxadiazol-2-yl]-2-[(1r,2r)-2-(5-fluoropyridin-2-yl)-2-hydroxy-1-(pyridin-2-yl)ethyl]-2,3-dihydro-1H-isoindol-1-one